OC1=CC=C(C=C1)SCCCCOSC1=CC=C(C=C1)O 1,5-bis(4-hydroxyphenylthio)-5-oxapentan